Cl.C12CN(CC(O1)C2)C2=NNC1=C2C=NC(=C1)NC=O N-(3-(6-oxa-3-azabicyclo[3.1.1]hept-3-yl)-1H-pyrazolo[4,3-c]pyridin-6-yl)carboxamide hydrochloride